(3,4-dichloro-5-fluoro-1H-indol-2-yl)(2,6-diazaspiro[3.4]octan-2-yl)methanone ClC1=C(NC2=CC=C(C(=C12)Cl)F)C(=O)N1CC2(C1)CNCC2